OC=1N=CNC1O 4,5-dihydroxyimidazole